3-fluoro-4-(methoxymethyl)aniline FC=1C=C(N)C=CC1COC